(R)-2-(6-(5-(4-methoxy-1-(2-azaspiro[3.3]heptan-6-yl)piperidin-4-yl)pyrimidin-2-yl)-5-methyl-6,7,8,9-tetrahydro-5H-pyrido[3',4':4,5]pyrrolo[2,3-c]pyridazin-3-yl)phenol COC1(CCN(CC1)C1CC2(CNC2)C1)C=1C=NC(=NC1)N1[C@@H](C2=C(NC=3N=NC(=CC32)C3=C(C=CC=C3)O)CC1)C